(1R,2R,3S)-N-(8-amino-7-fluoro-6-(4-methylpyridin-3-yl)isoquinolin-3-yl)-2-(1H-imidazol-5-yl)-3-methylcyclopropane-1-carboxamide NC=1C(=C(C=C2C=C(N=CC12)NC(=O)[C@H]1[C@@H]([C@@H]1C)C1=CN=CN1)C=1C=NC=CC1C)F